(R)-N-(4-(7-(sec-Butoxy)-8-fluoro-1,3,4,5-tetrahydro-2H-benzo[c]azepin-2-yl)-2,6-dimethylphenyl)-3,3-dimethylbutyramide [C@@H](C)(CC)OC1=CC2=C(CN(CCC2)C2=CC(=C(C(=C2)C)NC(CC(C)(C)C)=O)C)C=C1F